C(C(C)C)(=O)OC(C)(C)C tert-Butyl isobutyrate